ClC1=CN=C(C=N1)N1CCC2=C(CC1)C=C(C(=C2)[N+](=O)[O-])NC(C)=O N-(3-(6-chloropyrazin-3-yl)-8-nitro-2,3,4,5-tetrahydro-1H-benzo[d]azepin-7-yl)acetamide